C[C@H](CCCCC)O (R)-(+)-2-heptanol